FC1=C(C=CC(=C1)F)C1CC(C1)NC(=O)C1=NC=CC(=N1)N1C=NC=C1 N-((1r,3r)-3-(2,4-difluorophenyl)cyclobutyl)-4-(1H-imidazol-1-yl)pyrimidine-2-carboxamide